(R)-[1,1'-binaphthyl]-2,2'-dicarbaldehyde C=1(C(=CC=C2C=CC=CC12)C=O)C=1C(=CC=C2C=CC=CC12)C=O